methyl-5-Hydroxy-2-pyridinecarboxylate COC(=O)C1=NC=C(C=C1)O